4-[(2R)-3-(3,4-dihydro-1H-isoquinolin-2-yl)-2-hydroxy-propyl]-8-(4-methylpiperazine-1-carbonyl)-2,3-dihydro-1,4-benzoxazepin-5-one C1N(CCC2=CC=CC=C12)C[C@H](CN1CCOC2=C(C1=O)C=CC(=C2)C(=O)N2CCN(CC2)C)O